(2,8-dimethylimidazo[1,2-a]pyridin-6-yl)boronic acid CC=1N=C2N(C=C(C=C2C)B(O)O)C1